N1=C(C=NC=C1)C=1C=CC(=NC1)NC(C)=O N-(5-(pyrazin-2-yl)pyridin-2-yl)acetamide